N-(1-((S)-1-(5-fluoro-2-methyl-6-((1R,5S)-2-oxo-3-azabicyclo[3.1.0]hexan-3-yl)pyridin-3-yl)ethyl)-1H-pyrazol-4-yl)pyrazine-2-carboxamide FC=1C=C(C(=NC1N1C([C@@H]2C[C@@H]2C1)=O)C)[C@H](C)N1N=CC(=C1)NC(=O)C1=NC=CN=C1